4-chloro-5-(4-fluorophenyl)-5-hydroxy-1-benzyl-1,5-dihydro-pyrrol-2-one ClC1=CC(N(C1(O)C1=CC=C(C=C1)F)CC1=CC=CC=C1)=O